C1(=CC=C(C=C1)CC1=C(SC(=C1Br)C)C)C1=CC=CC=C1 3-([1,1'-biphenyl]-4-ylmethyl)-4-bromo-2,5-dimethylthiophene